(S)-1-(3-(3-(2-azido-2-methylpropyl)-5-bromo-1-ethyl-1H-indol-2-yl)pyridin-2-yl)ethan-1-ol N(=[N+]=[N-])C(CC1=C(N(C2=CC=C(C=C12)Br)CC)C=1C(=NC=CC1)[C@H](C)O)(C)C